behenyl heptacosanoate C(CCCCCCCCCCCCCCCCCCCCCCCCCC)(=O)OCCCCCCCCCCCCCCCCCCCCCC